N-(1-Amino-2-(4-(hydroxymethyl)thiazol-2-yl)propan-2-yl)-3-methyl-5-(5-(trifluoromethyl)-pyridin-2-yl)-1H-pyrrole-2-carboxamide NCC(C)(C=1SC=C(N1)CO)NC(=O)C=1NC(=CC1C)C1=NC=C(C=C1)C(F)(F)F